Hydroxythiobenzamide C1=CC=C(C(=C1)C(=S)N)O